2-chloro-N-methyl-7-nitroquinazolin-4-amine ClC1=NC2=CC(=CC=C2C(=N1)NC)[N+](=O)[O-]